S(OC1=CC=C(C=C1)OCC1=C(C=C(C=C1F)N1N=C(N=C1)C(F)F)F)(=O)(=O)F 4-((4-(3-(difluoromethyl)-1H-1,2,4-triazol-1-yl)-2,6-difluorobenzyl)oxy)phenyl sulfurofluoridate